C(C)(C)(C)OC(=O)N1[C@@H]2CC[C@H]([C@H]1C(NC1=C(C=C(C(=C1)Cl)F)F)=O)C2.NC=2C=CC(=NC2)C(=O)C2(CC(C2)(F)F)C2=NC=CC=C2 (5-aminopyridin-2-yl)(3,3-difluoro-1-(pyridin-2-yl)cyclobutyl)methanone tert-butyl-(1R,3S,4S)-3-((5-chloro-2,4-difluorophenyl)carbamoyl)-2-azabicyclo[2.2.1]heptane-2-carboxylate